COC=1C=C2C=CC(=C(C2=CC1)OC1=CC=C(C=C1)OS(=O)(=O)C(F)(F)F)C1=CC=C(C=C1)S(=O)(=O)C.BrCC(CBr)Br 1,2,3-Tribromopropane 4-((6-(methoxy)-2-(4-(methylsulfonyl)phenyl)Naphthalene-1-yl)oxy)phenyl-triflate